N1(CCCC1)CCC(=O)OC(C(=O)OC=1C(=C2CC[C@](OC2=C(C1C)C)(CCC[C@@H](CCC[C@@H](CCCC(C)C)C)C)C)C)C(=O)OC=1C(=C2CC[C@](OC2=C(C1C)C)(CCC[C@@H](CCC[C@@H](CCCC(C)C)C)C)C)C bis((R)-2,5,7,8-Tetramethyl-2-((4R,8R)-4,8,12-trimethyltridecyl)chroman-6-yl) 2-((3-(pyrrolidin-1-yl)propanoyl)oxy)malonate